CC1=NC(=CC(=C1)N1N=CC(=C1)S(=O)(=O)NC=1C(=CC=C2C=NN(C12)C)CC)C 1-(2,6-DIMETHYLPYRIDIN-4-YL)-N-(6-ETHYL-1-METHYL-1H-INDAZOL-7-YL)-1H-PYRAZOLE-4-SULFONAMIDE